2-carboxyl-4-vinylferrocene benzoate C(C1=CC=CC=C1)(=O)O.C(=O)(O)C=1[CH-]C=C(C1)C=C.[CH-]1C=CC=C1.[Fe+2]